ClC1=C(C(=CC=C1)C)NS(=O)(=O)C=1C=C(C=NC1OC)NC(=O)C=1N=C(OC1)C1=CC=CC=C1 N-(5-(N-(2-chloro-6-methylphenyl)sulfamoyl)-6-methoxypyridin-3-yl)-2-phenyloxazole-4-carboxamide